2-((R)-1-(1-(3-isopropyl-1,2,4-oxadiazol-5-yl)piperidin-4-yl)ethoxy)-6-(2-fluoro-4-(1H-tetrazol-5-yl)phenyl)imidazo[2,1-b][1,3,4]thiadiazole hydrochloride Cl.C(C)(C)C1=NOC(=N1)N1CCC(CC1)[C@@H](C)OC1=NN2C(S1)=NC(=C2)C2=C(C=C(C=C2)C2=NN=NN2)F